2-(4-(4-(3-fluoro-1H-pyrrolo[2,3-b]pyridin-4-yl)phenyl)piperidin-4-yl)-5-methyl-1,3,4-oxadiazole tert-butyl-4-(2-acetylhydrazine-1-carbonyl)-4-(4-bromophenyl)piperidine-1-carboxylate C(C)(C)(C)OC(=O)N1CCC(CC1)(C1=CC=C(C=C1)Br)C(=O)NNC(C)=O.FC1=CNC2=NC=CC(=C21)C2=CC=C(C=C2)C2(CCNCC2)C=2OC(=NN2)C